3-iodo-4-methoxybenzaldehyde IC=1C=C(C=O)C=CC1OC